C(=O)(O)[C@@H]1NCCN(C1)C=CCP(O)(O)=O 3-[(R)-2-carboxypiperazin-4-yl]-prop-2-enyl-phosphonic acid